ethyl α-cyano-β-phenyl-cinnamate C(#N)C(C(=O)OCC)=C(C1=CC=CC=C1)C1=CC=CC=C1